CS(=O)(=O)OC1CCC(CC1)CC(=O)OC Methyl 2-(4-methylsulfonyloxycyclohexyl)acetate